FC1=C2C=CN=C(C2=CC=C1OC)N[C@H]1CN(CCC1)C(=O)OC(C)(C)C tert-butyl (R)-3-((5-fluoro-6-methoxyisoquinolin-1-yl)amino)piperidine-1-carboxylate